C1(CCCCC1)NCC(=O)NC1=C(C(=O)N)C=CC=C1 2-[2-(cyclohexylamino)acetamido]Benzamide